3-fluoro-1-isopropylpiperidine FC1CN(CCC1)C(C)C